C(#C)C=1N=C(N(C1C(=O)N1CCC(CC1)N1CCCC1)C)C1=CC(=CC=C1)CCCCCC (4-ethynyl-2-(3-hexylphenyl)-1-methyl-1H-imidazol-5-yl)(4-(pyrrolidin-1-yl)piperidin-1-yl)methanone